C1C2=C(SC1=O)C=1C=CC3=C(SC(C3)=O)C1C=C2 naphtho[1,2-b:5,6-b']dithiophene-2,7(1H,6H)-dione